3,4,5-trichloro-pyridine-2,6-dinitrile ClC=1C(=NC(=C(C1Cl)Cl)C#N)C#N